diallyl ether methacrylate C(C(=C)C)(=O)O.C(C=C)OCC=C